bis(isocyanatomethyl)-cyclohexatriene N(=C=O)CC1=C(C=CC=C1)CN=C=O